Cl.Cl.O=C1C=CC=2C(=CC=NC2N1)NC=1C=C2CCN(CC2=CC1)NS(=O)(=O)N (6-((7-oxo-7,8-dihydro-1,8-naphthyridin-4-yl)amino)-3,4-dihydroisoquinoline-2(1H)-yl)sulfamide dihydrochloride